8-bromo-7-fluoro-5-(2,3,4,5-tetrahydro-1H-benzo[b]azepin-1-yl)-[1,2,4]triazolo[4,3-a]quinazoline BrC1=C(C=C2C(=NC=3N(C2=C1)C=NN3)N3C1=C(CCCC3)C=CC=C1)F